3,5-Diamino-2-[2-[2-[4-(3-oxo-3-phenylprop-1-enyl)phenoxy]ethoxy]ethyl]benzoic acid NC=1C(=C(C(=O)O)C=C(C1)N)CCOCCOC1=CC=C(C=C1)C=CC(C1=CC=CC=C1)=O